1-methyl-3-[3-methyl-2-oxo-5-(4-piperidyl)benzimidazol-1-yl]piperidine-2,6-dione hydrochloride Cl.CN1C(C(CCC1=O)N1C(N(C2=C1C=CC(=C2)C2CCNCC2)C)=O)=O